Hydroxyethylphosphonate OCCP([O-])([O-])=O